3-(4-chlorophenyl)-2-([diphenylmethylene]amino)propanoic acid tert-butyl ester C(C)(C)(C)OC(C(CC1=CC=C(C=C1)Cl)N=C(C1=CC=CC=C1)C1=CC=CC=C1)=O